C(C)OC=1C=NC(=NC1)N1CCC(CC1)CCCOC1=CC(=C(C(=C1)F)CC(=O)N1CCN(CC1)C[C@@H]([C@H]([C@@H]([C@@H](CO)O)O)O)O)F 2-(4-(3-(1-(5-ethoxypyrimidin-2-yl)piperidin-4-yl)propoxy)-2,6-difluorophenyl)-1-(4-((2S,3R,4R,5R)-2,3,4,5,6-pentahydroxyhexyl)piperazin-1-yl)ethan-1-one